4-fluoro-4,5-dihydro-3H-oxathiepine 2,2-dioxide FC1CS(OC=CC1)(=O)=O